3-methyl-butenoic acid diphenylmethyl ester C1(=CC=CC=C1)C(C1=CC=CC=C1)OC(C=C(C)C)=O